tert-butyl 6-(6-((2-amino-5-nitrophenyl)carbamoyl)-7-(4-fluoro-2-(2-methoxyethoxy)phenyl)thieno[3,2-c]pyridin-4-yl)-3,4-dihydroisoquinoline-2(1H)-carboxylate NC1=C(C=C(C=C1)[N+](=O)[O-])NC(=O)C1=C(C2=C(C(=N1)C=1C=C3CCN(CC3=CC1)C(=O)OC(C)(C)C)C=CS2)C2=C(C=C(C=C2)F)OCCOC